(+)-(4aR,8aS)-6-[3-[4-(3-Chloropyridazin-4-yl)oxyphenyl]azetidine-1-carbonyl]-4,4a,5,7,8,8a-hexahydropyrido[4,3-b][1,4]oxazin-3-one ClC=1N=NC=CC1OC1=CC=C(C=C1)C1CN(C1)C(=O)N1C[C@@H]2[C@@H](OCC(N2)=O)CC1